C(C)(C)(C)OC(=O)NC1=C(C=CC(=N1)N1N=CC(=C1C(F)(F)F)C(=O)O)C#N 1-(6-((tert-butoxycarbonyl)amino)-5-cyanopyridin-2-yl)-5-(trifluoromethyl)-1H-pyrazole-4-carboxylic acid